O1C[C@@H](CC1)OC1=C(C=CC=C1)C1CCN(CC1)[C@@H]1COC2(CNC2)C1 (S)-7-(4-(2-(((R)-tetrahydrofuran-3-yl)oxy)phenyl)piperidin-1-yl)-5-oxa-2-azaspiro[3.4]octane